2-(7-((3S,4S)-3-fluoro-2,2,6,6-tetramethylpiperidin-4-yl)-7H-pyrrolo[2,3-c]pyridazin-3-yl)-5-(1H-1,2,3-triazol-1-yl)phenol F[C@@H]1C(NC(C[C@@H]1N1C=CC2=C1N=NC(=C2)C2=C(C=C(C=C2)N2N=NC=C2)O)(C)C)(C)C